C1(=CC=CC=C1)SC1=CC=CC=C1 diphenyl-sulfane